5-Methyl-N-(6-((4-(4-methylpiperazin-1-yl)piperidin-1-yl)methyl)chinolin-2-yl)-1-(o-tolyl)-1H-1,2,3-triazol-4-carboxamid CC1=C(N=NN1C1=C(C=CC=C1)C)C(=O)NC1=NC2=CC=C(C=C2C=C1)CN1CCC(CC1)N1CCN(CC1)C